benzo[e]indoleacetaldehyde C1(=CNC=2C=CC3=C(C12)C=CC=C3)CC=O